C1(CC1)[C@@H](NC(=O)[C@@H]1N([C@@H]2C[C@@H]2C1)C(=O)C=1C=NC=C(C1)S(=O)(=O)C1CC1)C1=CC(=C(C=C1)C(F)(F)F)F (1R,3R,5R)-N-((R)-cyclopropyl(3-fluoro-4-(trifluoromethyl)phenyl)methyl)-2-((5-(cyclopropylsulfonyl)-3-pyridinyl)carbonyl)-2-azabicyclo[3.1.0]hexane-3-carboxamide